3-[[4-[2-(4-tert-butylphenyl)-2-(methylamino)ethoxy]-6-(2,6-dimethylphenyl)pyrimidin-2-yl]sulfamoyl]benzoic acid C(C)(C)(C)C1=CC=C(C=C1)C(COC1=NC(=NC(=C1)C1=C(C=CC=C1C)C)NS(=O)(=O)C=1C=C(C(=O)O)C=CC1)NC